5-bromo-1,3-dimethyl-benzimidazol-2-one BrC1=CC2=C(N(C(N2C)=O)C)C=C1